CC(=C)CC(CCC(CC(C)C)(O)C)(O)C anti-cis-cis-2,4,7,9-tetramethyldecen-4,7-diol